N-(5-chloro-6-(2H-1,2,3-triazol-2-yl)pyridin-3-yl)-1-(2-isopropylphenyl)-5-(trifluoromethyl)-1H-pyrazole-4-carboxamide ClC=1C=C(C=NC1N1N=CC=N1)NC(=O)C=1C=NN(C1C(F)(F)F)C1=C(C=CC=C1)C(C)C